7-Amino-6-bromo-2-methyl-3,4-dihydroisoquinolin-1(2H)-one NC1=C(C=C2CCN(C(C2=C1)=O)C)Br